N-(8-(4,4-difluoropiperidin-1-yl)-[1,2,4]triazolo[4,3-a]pyrazin-6-yl)-4-((2-hydroxyethyl)sulphonamido)-2-(6-azaspiro[2.5]oct-6-yl)benzamide FC1(CCN(CC1)C=1C=2N(C=C(N1)NC(C1=C(C=C(C=C1)NS(=O)(=O)CCO)N1CCC3(CC3)CC1)=O)C=NN2)F